[C@H](C)(CC)NCCC(=O)NC1=C(C2=C(CN([C@@H](C2)C)C(=O)OC(C)(C)C)S1)C=1SC2=C(N1)C=C(C=C2)C2=CC=NC=C2 tert-Butyl (R)-2-(3-(((S)-sec-butyl)amino)propanamido)-5-methyl-3-(5-(pyridin-4-yl)benzo[d]thiazol-2-yl)-4,7-dihydrothieno[2,3-c]pyridine-6(5H)-carboxylate